CN(C)CC1=C(C(=CC(=C1)CC)CN(C)C)O 2,6-Bis-(dimethylaminomethyl)-4-ethylphenol